BrC=1C(=CC2=C(N=C(O2)C2=C3C=C(N=CC3=C(N=C2)NC)NC(=O)C2CC2)C1)C N-(5-(5-bromo-6-methylbenzo[d]oxazol-2-yl)-8-(methylamino)-2,7-naphthyridin-3-yl)cyclopropanecarboxamide